2,2'-azino-di(3-ethylbenzthiazoline-6-sulfonate) N(N=C1SC2=C(N1CC)C=CC(=C2)S(=O)(=O)[O-])=C2SC1=C(N2CC)C=CC(=C1)S(=O)(=O)[O-]